BrC1=C(C=C(C=C1)S(=O)(=O)N[C@H]1C[C@H](CC1)O)C 4-bromo-N-((1R,3S)-3-hydroxycyclopentyl)-3-methylbenzenesulfonamide